3-naphthoyl-trifluoroacetone C1(=CC=CC2=CC=CC=C12)C(=O)CC(C(F)(F)F)=O